C(#N)C=1C=CC(=NC1)C=1C=C2C=C(C(N(C2=NC1)CCN1CCOCC1)=O)C(=O)O 6-(5-cyano-2-pyridyl)-1-(2-morpholinoethyl)-2-oxo-1,8-naphthyridine-3-carboxylic acid